COCOC1=C(C=CC(=C1)C=1C=NN(C1)C1OCCCC1)C1=CC2=C(N=N1)N(C=N2)C2CC(NC(C2)(C)C)(C)C 3-(2-(methoxymethoxy)-4-(1-(tetrahydro-2H-pyran-2-yl)-1H-pyrazol-4-yl)phenyl)-7-(2,2,6,6-tetramethylpiperidin-4-yl)-7H-imidazo[4,5-c]pyridazine